2-O-(α-D-glucopyranosyl)-ascorbic acid [C@H]1([C@H](O)[C@@H](O)[C@H](O)[C@H](O1)CO)OC=1C(=O)O[C@@H](C1O)[C@@H](O)CO